OC([C@H](C[C@H]1C(NCC1)=O)NC(=O)[C@H]1N(C[C@@H](C1)C1=CC=CC=C1)C(=O)C=1NC2=CC=CC(=C2C1)OC)S(=O)(=O)O[K] [(2S)-1-hydroxy-2-[[(2S,4S)-1-(4-methoxy-1H-indole-2-carbonyl)-4-phenyl-pyrrolidine-2-carbonyl]amino]-3-[(3S)-2-oxopyrrolidin-3-yl]propyl]sulfonyloxypotassium